water, hydrate O.O